COC([C@H](C1=CC=CC=C1)NC1(CC2C(C2C1)(C)C)C(NC(C)(C)C)=O)=O (2S)-2-((3-(tert-butylcarbamoyl)-6,6-dimethylbicyclo[3.1.0]hexan-3-yl)amino)-2-phenylacetic acid methyl ester